FC(C(=O)O)(C1=C(C(=CC=C1)C(F)(F)F)F)F α,α,2-trifluoro-3-(trifluoromethyl)-benzeneacetic acid